C(C)OC(=O)C1=C2N(C=NC2=NC(=N1)Cl)COCC[Si](C)(C)C 2-chloro-7-((2-(trimethylsilyl)ethoxy)methyl)-7H-purine-6-carboxylic acid ethyl ester